CC(=CC=CO)C 4-Methyl-1,3-pentadien-1-ol